4-(2-hydroxy-pent-3-enyloxy)-benzonitrile OC(COC1=CC=C(C#N)C=C1)C=CC